C(C)SC1=CC2=C(N(C(N2C)=O)C)C=C1C1=NC2=C(N=NC(=C2)C(F)(F)F)N1C 5-ethylsulfanyl-1,3-dimethyl-6-[7-methyl-3-(trifluoromethyl)imidazo[4,5-c]pyridazin-6-yl]benzimidazol-2-one